(S)-2-amino-3-(thiophen-2-yl)propan-1-ol N[C@H](CO)CC=1SC=CC1